C(=O)O.C1(CC1)NCC1=CC(=C(C=C1F)C=1N=C2SC3=C(N2C1)C=CC(=C3)C(=O)NCCCN(CC)CC)F.C3(CC3)NCC3=CC(=C(C=C3F)C=3N=C1SC2=C(N1C3)C=CC(=C2)C(=O)NCCCN(CC)CC)F 2-(4-((cyclopropylamino)methyl)-2,5-difluorophenyl)-N-(3-(diethylamino)propyl)benzo[d]imidazo[2,1-b]thiazole-7-carboxamide hemi-formate